ClC1=C(C=C(OCC(=O)N[C@H]2CC[C@@H](NC2)C(=O)NC=2C=NN(C2C)CC(F)(F)F)C=C1)F (2R,5S)-5-[2-(4-chloro-3-fluorophenoxy)acetamido]-N-[5-methyl-1-(2,2,2-trifluoroethyl)-1H-pyrazol-4-yl]piperidine-2-carboxamide